NC1=NC=C(C=C1O[C@H](C)C=1C=C(C=CC1)NC(C1=CC(=CC=C1)C1CC1)=O)Cl (R)-N-(3-(1-((2-amino-5-chloropyridin-3-yl)oxy)ethyl)phenyl)-3-cyclopropylbenzamide